The molecule is a diterpenyl phosphate in which the diterpenyl fragment is specified as copal-8-ol-15-yl. It is a diterpenyl phosphate and a labdane diterpenoid. It is a conjugate acid of a copal-8-ol diphosphate(3-). C/C(=C\\COP(=O)(O)OP(=O)(O)O)/CC[C@@H]1[C@]2(CCCC([C@@H]2CC[C@@]1(C)O)(C)C)C